C(C)(C)(C)OC(=O)N1CCC(CC1)C1=CC=C2C(=N1)C(=C(N2)C2=CC(=C(C=C2)OC)OC)C 4-(2-(3,4-Dimethoxyphenyl)-3-methyl-1H-pyrrolo[3,2-b]pyridin-5-yl)piperidine-1-carboxylic acid tert-butyl ester